OC1=C2C(C=C(OC2=CC(=C1)O)C1=CC(=C(C=C1)OC)O)=O 5,7,3'-trihydroxy-4'-methoxyflavone